N1=C(C=CC=C1)C(O)C=1N(C=CC1)S(=O)(=O)C1=CC=C(C)C=C1 pyridin-2-yl-(1-tosyl-1H-pyrrol-2-yl)methanol